N-((2S,4R)-1-(2-(4-(4-((RS)-2,6-DIOXOPIPERIDIN-3-YL)PHENYL)PIPERIDIN-1-YL)ACETYL)-2-METHYLPIPERIDIN-4-YL)-1-(6-(2-HYDROXYPHENYL)PYRIDAZIN-4-YL)-4-PHENYLPIPERIDINE-4-CARBOXAMIDE O=C1NC(CC[C@@H]1C1=CC=C(C=C1)C1CCN(CC1)CC(=O)N1[C@H](C[C@@H](CC1)NC(=O)C1(CCN(CC1)C1=CN=NC(=C1)C1=C(C=CC=C1)O)C1=CC=CC=C1)C)=O |&1:6|